(1-(4-(2-Fluoropyridin-3-yl)phenyl)-2-oxopiperidin-3-yl)-3-(4-(trifluoromethyl)phenyl)urea FC1=NC=CC=C1C1=CC=C(C=C1)N1C(C(CCC1)NC(=O)NC1=CC=C(C=C1)C(F)(F)F)=O